FC(COC=1C(=NC(=NC1OC)NS(=O)(=O)C1=CNC2=C(C=CC=C12)C=1N=NC=CC1C)OC)F N-[5-(2,2-difluoroethoxy)-4,6-dimethoxy-pyrimidin-2-yl]-7-(4-methylpyridazin-3-yl)-1H-indole-3-sulfonamide